CC1=C(C(=O)OCC([C@H](C[C@H]2C(N(CC2)C(=O)OC)=O)NC([C@@H](NC(=O)C=2NC3=CC=CC(=C3C2)OC)CC(C)C)=O)=O)C(=CC=C1)C methyl (3S)-3-[(2S)-4-[(2,6-dimethylbenzoyl)oxy]-2-({N-[(4-methoxy-1H-indol-2-yl) carbonyl]-L-leucyl}amino)-3-oxobutyl]-2-oxopyrrolidine-1-carboxylate